phenanthro[1,2-c]furan-8-yl 4-(4-(4-((6-chloro-2-methoxyacridin-9-yl) amino) pentyl) piperazin-1-yl)-4-oxobutanoate ClC=1C=C2N=C3C=CC(=CC3=C(C2=CC1)NC(CCCN1CCN(CC1)C(CCC(=O)OC1=CC=2C=3C=CC=4C(=COC4)C3C=CC2C=C1)=O)C)OC